CC(C)(C=1C=C(C2=C(C=C(C(O2)C(F)(F)F)C(=O)O)C1)C(C)(C)C)C 6,8-bis(dimethylethyl)-2-trifluoromethyl-2H-1-benzopyran-3-carboxylic acid